N-methyl-carbamic acid tert-butyl ester acetate C(C)(=O)O.C(C)(C)(C)OC(NC)=O